Cl.N1(CCNCC1)C1=NC=CN=C1C1=CN=CS1 2-(piperazin-1-yl)-3-(1,3-thiazol-5-yl)pyrazine, hydrochloride salt